ClCCCCCCOCCOCCNC(=O)C1=CC=C2C(OC3(C4=CC=C(C=C4OC=4C=C(C=CC34)N3[C@H](CC3)COC)N3[C@H](CC3)COC)C2=C1)=O N-(2-(2-((6-chlorohexyl)oxy)ethoxy)ethyl)-3',6'-bis((R)-2-(methoxymethyl)azetidin-1-yl)-3-oxo-3H-spiro[isobenzofuran-1,9'-xanthene]-6-carboxamide